C(C=C)(=O)N1CC(CC1)N1N=C(C2=CC=CC(=C12)C(=O)NC1CC1)C=1C=NC(=CC1)C(F)(F)F 1-(1-acryloylpyrrolidin-3-yl)-N-cyclopropyl-3-(6-(trifluoromethyl)pyridin-3-yl)-1H-indazole-7-carboxamide